FC=1C=C2C(=C(NC2=CC1)C)SC#N 5-Fluoro-2-methyl-3-thiocyano-1H-indole